1-(4-(6-(benzyloxy)-2-(cyclohex-1-en-1-yl)-3,4-dihydronaphthalen-1-yl)phenyl)-4-(dimethoxymethyl)piperidine C(C1=CC=CC=C1)OC=1C=C2CCC(=C(C2=CC1)C1=CC=C(C=C1)N1CCC(CC1)C(OC)OC)C1=CCCCC1